N1(CCCC1)C1=C(CC2CCN(CC2)C(=O)N2C[C@@H]3[C@@H](OCC(N3)=O)CC2)C=CC(=C1)C(F)(F)F (-)-(4aR,8aS)-6-(4-(2-(Pyrrolidin-1-yl)-4-(trifluoromethyl)benzyl)piperidine-1-carbonyl)hexahydro-2H-pyrido[4,3-b][1,4]oxazin-3(4H)-one